2-(3-(3-(1H-indol-3-yl)pyrrolidin-1-yl)propyl)-5-(trifluoromethyl)-1,3,4-oxadiazole N1C=C(C2=CC=CC=C12)C1CN(CC1)CCCC=1OC(=NN1)C(F)(F)F